OC1(CN(C1)C1=NC(=NC=C1C(F)(F)F)N[C@@H]1CC[C@H](CC1)N(C(OCC1=NC=CC=C1)=O)C1=NC=C(C=C1)C=1C=NC(=NC1)OC)C pyridin-2-ylmethyl (trans-4-((4-(3-hydroxy-3-methylazetidin-1-yl)-5-(trifluoromethyl)-pyrimidin-2-yl)amino)-cyclohexyl)(5-(2-methoxypyrimidin-5-yl)pyridin-2-yl)carbamate